3-(3,3-difluorobutyl)-8-methoxy-7-(trifluoromethyl)-2,3-dihydrobenzo[b][1,4]thiazepin-4(5H)-one FC(CCC1C(NC2=C(SC1)C=C(C(=C2)C(F)(F)F)OC)=O)(C)F